ClC1=CC(=CC(=N1)N1CCN(CC1)S(=O)(=O)C1=CC=C(C=C1)NC(C1=CC(=CC=C1)I)=O)C(F)(F)F N-[4-[4-[6-Chloro-4-(trifluoromethyl)-2-pyridyl]piperazin-1-yl]sulfonylphenyl]-3-iodo-benzamide